C(C)C=1C=C2C(C(N(C(C2=CC1)=O)C)=O)(C[Se]C#N)C 6-ethyl-2,4-dimethyl-4-(selenocyanatomethyl)isoquinoline-1,3(2H,4H)-dione